ethyl 1-[2-[tert-butoxycarbonyl (methyl) amino]ethyl]-4-nitro-pyrrole-2-carboxylate C(C)(C)(C)OC(=O)N(CCN1C(=CC(=C1)[N+](=O)[O-])C(=O)OCC)C